N-(2-(3-(benzylamino)piperidin-1-yl)pyrimidin-4-yl)-1H-indazol-5-amine C(C1=CC=CC=C1)NC1CN(CCC1)C1=NC=CC(=N1)NC=1C=C2C=NNC2=CC1